CN1N=CC(=C1)CN1C(NC2=C(C1=O)C=C(S2)S(=O)(=O)NC2(CC2)C)=O 3-((1-Methyl-1H-pyrazole-4-yl)methyl)-N-(1-methylcyclopropyl)-2,4-dioxo-1,2,3,4-tetrahydrothieno[2,3-d]Pyrimidine-6-sulfonamide